cis-N-(2-hydroxyethyl)-2-(((cis-4-isopropylcyclohexyl)oxy)methyl)-3-((methylsulfonyl)amino)piperidine-1-carboxamide OCCNC(=O)N1[C@H]([C@H](CCC1)NS(=O)(=O)C)CO[C@@H]1CC[C@@H](CC1)C(C)C